Fmoc-isoserine C(=O)(OCC1C2=CC=CC=C2C2=CC=CC=C12)NCC(O)C(=O)O